2-(4-(1-((6-bromo-2-(2,6-dioxopiperidin-3-yl)-1-oxoisoindolin-5-yl)methyl)piperidin-4-yl)phenyl)-2H-indazole-7-carboxamide BrC1=C(C=C2CN(C(C2=C1)=O)C1C(NC(CC1)=O)=O)CN1CCC(CC1)C1=CC=C(C=C1)N1N=C2C(=CC=CC2=C1)C(=O)N